ClC=1C=C(C=C(C1)Cl)C=1C=CC(=NC1)N1CCN(CC1)C(=O)C1=CC=C2C=CC(NC2=C1)=O 7-(4-(5-(3,5-dichlorophenyl)pyridin-2-yl)piperazine-1-carbonyl)quinolin-2(1H)-one